CC(CCOC([C@H](C)N=P(=O)OC1=C(C=CC=C1)OC[C@H]1O[C@H]([C@]([C@@H]1O)(C)F)N1C(NC(C=C1)=O)=O)=O)C (S)-2-{[(2r,3r,4r,5r)-5-(2,4-dioxo-3,4-dihydro-2H-pyrimidin-1-yl)-4-fluoro-3-hydroxy-4-methyl-tetrahydro-furan-2-ylmethoxy]-phenoxy-phosphorylamino}-propionic acid 3-methyl-butyl ester